(2S)-2-[(2-{4-[2-(dimethylamino)ethoxy]pyridin-2-yl}-5H,6H,7H-cyclopenta[d]pyrimidin-4-yl)(methyl)amino]-N-(propan-2-yl)propanamide CN(CCOC1=CC(=NC=C1)C=1N=C(C2=C(N1)CCC2)N([C@H](C(=O)NC(C)C)C)C)C